C(C)(C)(C)OC(=O)N(CC(=O)N(CC(=O)OC)C)C Methyl 2-[[2-[Tert-butoxycarbonyl(methyl)amino]acetyl]-methyl-amino]acetate